C(C1=CC=CC=C1)OC1=C(N(C=CC1=C=O)NC(=O)OC(C)(C)C)C(=O)O 3-(benzyloxy)-1-((tert-butoxycarbonyl)amino)-4-carbonyl-1,4-dihydropyridine-2-carboxylic acid